C(C1=CC=CC=C1)OC=1C2=C(N=C(N1)SC)C(C1=C2C=CN=C1Cl)=O 4-(benzyloxy)-8-chloro-2-(methylthio)-9H-pyrido[4',3':3,4]cyclopenta[1,2-d]pyrimidin-9-one